O[C@H]1[C@H](COC1)N1C=NC2=C(C1=O)C=C(N=C2C=2C=NN(C2)C)C=2C=NC(=CC2)C(F)(F)F 3-((3S,4S)-4-hydroxytetrahydrofuran-3-yl)-8-(1-methyl-1H-pyrazol-4-yl)-6-(6-(trifluoromethyl)pyridin-3-yl)pyrido[3,4-d]pyrimidin-4(3H)-one